COC1=NC2=CC(=CC(=C2N=C1)C=1SC2=C(N1)C=CC=C2)C 2-(2-methoxy-7-methylquinoxalin-5-yl)benzo[d]thiazole